4-((2-((3-(homopiperidin-1-yl)propyl)amino)-4-chlorobenzyl)amino)-N-(1,2,4-thiadiazol-5-yl)-1H-indazole-1-sulfonamide N1(CCCCCC1)CCCNC1=C(CNC2=C3C=NN(C3=CC=C2)S(=O)(=O)NC2=NC=NS2)C=CC(=C1)Cl